2-(((7-Fluoroquinolin-6-yl)methyl)(methyl)amino)-5-((imidazo[1,2-a]pyridin-8-ylmethyl)amino)cyclohexan-1-ol FC1=C(C=C2C=CC=NC2=C1)CN(C1C(CC(CC1)NCC=1C=2N(C=CC1)C=CN2)O)C